N-{5-[6-(3-methoxy-4-{[2-(1-oxo-1λ4-thiomorpholin-4-yl)ethyl]oxy}phenyl)pyrazin-2-yl]thiophen-3-yl}pentanamide COC=1C=C(C=CC1OCCN1CCS(CC1)=O)C1=CN=CC(=N1)C1=CC(=CS1)NC(CCCC)=O